tert-butylethynyl-thiophenol methyl-2,6-dichloro-4-methylpyridine-3-carboxylate CC=1C(=C(C(=NC1Cl)Cl)C(=O)O)C.C(C)(C)(C)C=1C(=C(C=CC1)S)C#C